(1-Benzothiophen-2-yl)pyridine-3-carboxamide S1C(=CC2=C1C=CC=C2)C2=NC=CC=C2C(=O)N